1-propargyl-quinoxalin-2(1H)-one C(C#C)N1C(C=NC2=CC=CC=C12)=O